N,N',N''-(benzene-1,3,5-triyltris(methylene))tris(3-(2-chloroacetamido)propanamide) C1(=CC(=CC(=C1)CNC(CCNC(CCl)=O)=O)CNC(CCNC(CCl)=O)=O)CNC(CCNC(CCl)=O)=O